CO[Si](CCCNCCC[Si](OC)(OC)OC)(OC)OC bis(3-trimethoxysilylpropyl)amine